1,2-dimethyl-imidazole-5-sulfonyl chloride CN1C(=NC=C1S(=O)(=O)Cl)C